Cl.N[C@H](C)C=1C=C(C=C(C1)C(F)(F)F)O (R)-3-(1-aminoethyl)-5-(trifluoromethyl)phenol hydrochloride